[Cl-].C1CC12CNC[C@@H]2NC(=O)OC(C)(C)C 2-methylpropan-2-yl {[(7R)-5-azaspiro[2.4]hept-7-yl] amino}carboxylate chloride